3-cyclopropyl-1-(pyridin-4-yl)propan-1-ol C1(CC1)CCC(O)C1=CC=NC=C1